indolium hydroxide [OH-].[NH2+]1C=CC2=CC=CC=C12